OC1(C(OC(C(C1(C)O)C)(C)C)C)C 3,4-dihydroxy-2,3,4,5,6,6-hexamethyltetrahydro-2H-pyran